dicetyldimethylammonium chloride [Cl-].C(CCCCCCCCCCCCCCC)[N+](C)(C)CCCCCCCCCCCCCCCC